NC1=C(C(=NN1C1COC(C1)(C)C)C1=CC=C(C=C1)CNC(C1=C(C=CC=C1)OC)=O)C(=O)N 5-amino-1-(5,5-dimethyltetrahydrofuran-3-yl)-3-[4-[[(2-methoxybenzoyl)amino]methyl]phenyl]pyrazole-4-carboxamide